N1=C(C=CC=C1)C=1NC(C2=C(N1)NN=C2)=O 6-(pyridin-2-yl)-1H-pyrazolo[3,4-d]pyrimidin-4(5H)-one